γ-propyl methacrylate C(C(=C)C)(=O)OCCC